O1C(=CC=C1)C(CC1=CC(=C(C=C1)O)OC)=O 1-(2-furyl)-2-(4-hydroxy-3-methoxyphenyl)ethanone